thiopropansulfonat C(CC)S(=O)(=S)[O-]